1-(5-(2-methyl-2H-pyrazolo[3,4-b]pyridin-5-yl)thieno[3,2-b]pyridin-2-yl)-3-(trifluoromethyl)cyclobutanol CN1N=C2N=CC(=CC2=C1)C1=CC=C2C(=N1)C=C(S2)C2(CC(C2)C(F)(F)F)O